C(CCCC)(=O)OC1=CC=C(C=C1)C para-cresyl valerate